N-(1-(cyanomethyl)-5-(trifluoromethyl)-1H-1,2,4-triazol-3-yl)-4-(5-(3,5-dichloro-4-fluorophenyl)-5-(trifluoromethyl)-4,5-dihydroisoxazol-3-yl)-2-methylbenzamide C(#N)CN1N=C(N=C1C(F)(F)F)NC(C1=C(C=C(C=C1)C1=NOC(C1)(C(F)(F)F)C1=CC(=C(C(=C1)Cl)F)Cl)C)=O